5-chlorooctafluoropentanoic acid ClC(C(C(C(C(=O)O)(F)F)(F)F)(F)F)(F)F